FC1(COC2=C1C=CC=C2[C@@H](C)NC2=C1C(=C(N=N2)C)N=CC(=C1)N1CCOCC1)F (R)-N-(1-(3,3-difluoro-2,3-dihydrobenzofuran-7-yl)ethyl)-8-methyl-3-morpholinopyrido[2,3-d]pyridazin-5-amine